4-(4-chloro-6-(2-methyl-1H-benzo[d]imidazol-1-yl)-1,3,5-triazin-2-yl)morpholine tert-butyl-(2R)-2-[(trifluoroacetamido)methyl]piperidine-1-carboxylate C(C)(C)(C)OC(=O)N1[C@H](CCCC1)CNC(C(F)(F)F)=O.ClC1=NC(=NC(=N1)N1C(=NC2=C1C=CC=C2)C)N2CCOCC2